5-(2,4-dioxohexahydropyrimidin-1-yl)-2-(4-piperidyl)benzenesulfonyl fluoride O=C1N(CCC(N1)=O)C=1C=CC(=C(C1)S(=O)(=O)F)C1CCNCC1